(phenanthrene-2-yl)-amine C1=C(C=CC=2C3=CC=CC=C3C=CC12)N